BrC1=C(C=C2C(=CC(=NC2=C1)Cl)Cl)OC 7-bromo-2,4-dichloro-6-methoxyquinoline